(E)-N-hydroxy-1-[5-(1-methoxyethyl)-1,4-cyclohexadien-1-yl]methanimine O/N=C/C1=CCC=C(C1)C(C)OC